1-[1-[1-(2-azaspiro[3.4]octan-6-yl)-4-piperidyl]-3-[7-(difluoromethyl)-6-(1-methylpyrazol-4-yl)-3,4-dihydro-2H-quinolin-1-yl]-6,7-dihydro-4H-pyrazolo[4,3-c]pyridin-5-yl]ethanone C1NCC12CC(CC2)N2CCC(CC2)N2N=C(C=1CN(CCC12)C(C)=O)N1CCCC2=CC(=C(C=C12)C(F)F)C=1C=NN(C1)C